dioctyl-tin dibutanoate C(CCC)(=O)[O-].C(CCC)(=O)[O-].C(CCCCCCC)[Sn+2]CCCCCCCC